5-(2-bromoethyl)-2-[(dimethylamino)methyl]phenol BrCCC=1C=CC(=C(C1)O)CN(C)C